N-(2-(ethylthio)-4-(6-fluoro-3,4-dihydroisoquinolin-2(1H)-yl)-6-methylphenyl)-2-(1-(Fluoromethyl)cyclopropyl)acetamide C(C)SC1=C(C(=CC(=C1)N1CC2=CC=C(C=C2CC1)F)C)NC(CC1(CC1)CF)=O